C(C)O[Ti](OC(C)C)(OC(C)C)OC(C)C ethoxytriisopropoxytitanium